C1(CCC1)C[C@H](C=O)NC(OC(C)(C)C)=O (R)-tert-butyl (1-cyclobutyl-3-oxopropan-2-yl)carbamate